C(CCCCCCCCCCCCCCCCCCCCCCCCC)(=O)OCCCCCCCCCCCCCCCCCCCC n-eicosyl hexacosanoate